tert-butyl N-[3-(morpholin-4-yl)bicyclo[1.1.1]pentan-1-yl]carbamate N1(CCOCC1)C12CC(C1)(C2)NC(OC(C)(C)C)=O